(E)-1-piperidyl-3-(2-hydroxyphenyl)2-propen-1-one N1(CCCCC1)C(\C=C\C1=C(C=CC=C1)O)=O